ClC1=CC(=NC(=N1)OC[C@]12CCCN2C[C@@H](C1)F)N1CCC(CC1)NC(C)=O N-[1-(6-chloro-2-{[(2R,7aS)-2-fluorotetrahydro-1H-pyrrolizin-7a(5H)-yl]methoxy}pyrimidin-4-yl)piperidin-4-yl]acetamide